BrC1=C(C=C(OC23CC(C2)(C3)F)C=C1)F 1-(4-bromo-3-fluorophenoxy)-3-fluorobicyclo[1.1.1]pentane